2-(6-(3,6-diazabicyclo[3.1.1]heptan-3-yl)pyridin-3-yl)-N-(5-cyclopropyl-1H-pyrazol-3-yl)quinazoline-4-amine dihydrochloride Cl.Cl.C12CN(CC(N1)C2)C2=CC=C(C=N2)C2=NC1=CC=CC=C1C(=N2)NC2=NNC(=C2)C2CC2